valine-hexanoyl-dibromomethylAcrylamide C(CCCCC)(=O)C=C(C(=O)N)C(Br)Br.N[C@@H](C(C)C)C(=O)O